C(#N)C=1C(N(C2=CC=C(N=C2C1N1C[C@H](N(CC1)C(C)C1=CC=C(C(=O)OC)C=C1)C)C#N)C)=O methyl 4-{1-[(2R)-4-(3,6-dicyano-1-methyl-2-oxo-1,2-dihydro-1,5-naphthyridin-4-yl)-2-methylpiperazin-1-yl]ethyl}benzoate